2-((1-(2-cyano-3-(3-methoxy-3-methylazetidin-yl)-7-methylquinoxalin-5-yl)ethyl)amino)benzoic acid C(#N)C1=NC2=CC(=CC(=C2N=C1N1CC(C1)(C)OC)C(C)NC1=C(C(=O)O)C=CC=C1)C